ClC1=C(C=CC=C1)S(=O)(=O)NCCC1=CC=C(C=C1)OC 2-chloro-N-(4-methoxyphenylethyl)benzenesulfonamide